OC(/C(/C(=O)O)=C/C(=O)O)P(=O)(O)O 2-(hydroxy(phosphono)methyl)maleic acid